ClC1=C(CN2N=C(N=C2)C(=O)N[C@@H]2CCC3=C(N(C2=O)C)C=C(C=C3)CN3CCN(CC3)C3=CC=NC=C3)C(=CC=C1)Cl |r| (±)-1-(2,6-dichlorobenzyl)-N-(1-methyl-2-oxo-8-((4-(pyridin-4-yl)piperazin-1-yl)methyl)-2,3,4,5-tetrahydro-1H-benzo[b]azepin-3-yl)-1H-1,2,4-triazole-3-carboxamide